(rac)-1-(4-bromo-1,5-dimethyl-1H-pyrazol-3-yl)-3-(morpholin-4-yl)propan-1-ol BrC=1C(=NN(C1C)C)[C@@H](CCN1CCOCC1)O |r|